[Cl-].C(CCCCCCCCCCCCCCC)N1CN(C=C1)C 1-hexadecyl-3-methyl-imidazole chloride salt